[N+](=O)([O-])C1=CC(=NC=C1)C1=NC=CC=C1 4-nitro-2,2'-bipyridine